tert-butyl-4-(4,4,5,5-tetramethyl-1,3,2-dioxaborolan-2-yl)-5,6-dihydropyridine C(C)(C)(C)C1=NCCC(=C1)B1OC(C(O1)(C)C)(C)C